1-methyl-[1,2,4]triazolo[4,3-a]pyridine-3(2H)-one-7-boronic acid CN1NC(N2C1=CC(=CC2)B(O)O)=O